O1C(CCC1)C1=NC=CC2=CC=CC=C12 1-(tetrahydrofuran-2-yl)isoquinoline